ClP(=O)(Cl)C1=CC=C(C=C1)C1=NC=CN=C1SC1=CC=C(C=C1)C(F)(F)F 2-(4-dichlorophosphorylphenyl)-3-[4-(trifluoromethyl)phenyl]sulfanyl-pyrazine